ClC=1C=CC(=NC1)NC(=O)C1=NN(C(=CC1=O)C)C1=C(C=CC=C1)F N-(5-chloropyridin-2-yl)-1-(2-fluorophenyl)-6-methyl-4-oxo-1,4-dihydropyridazine-3-carboxamide